6-{[(3R)-3-methylpiperidin-1-yl]methyl}-4-(trifluoromethyl)-2,3-dihydro-isoindol-1-one C[C@H]1CN(CCC1)CC1=CC(=C2CNC(C2=C1)=O)C(F)(F)F